6-bromo-3-indolyl-phosphate BrC1=CC=C2C(=CNC2=C1)OP(=O)([O-])[O-]